FC1=C(C=O)C=C(C=C1C)C 2-fluoro-3,5-dimethylbenzaldehyde